ClC1=CN(C=2N=C(N=CC21)NC=2C(=NN(C2)C(C)C)Cl)C(C)C 5-chloro-N-(3-chloro-1-isopropyl-1H-pyrazol-4-yl)-7-isopropyl-7H-pyrrolo[2,3-d]pyrimidin-2-amine